Cl.Cl.N[C@@H](C(=O)N1[C@@H]2[C@H](CC1)[C@@](NC2)(C(=O)O)CCCCB(O)O)C (3aS,4R,6aR)-1-((R)-2-aminopropanoyl)-4-(4-boronobutyl)octahydropyrrolo[3,4-b]pyrrole-4-carboxylic acid dihydrochloride